[Na+].N(N)(NC(=S)[S-])NC(=S)[S-].[Na+] hydrazinebisdithiocarbamic acid sodium salt